CCC(CC)N1N=CC(=C1)C=1C=2N(C=C(N1)C=1C=NN(C1)C1C[C@@H]([C@@H](C1)O)O)N=CC2 (1R,2S,4s)-4-(4-(4-(1-(pent-3-yl)-1H-pyrazol-4-yl)pyrazolo[1,5-a]pyrazin-6-yl)-1H-pyrazol-1-yl)cyclopentane-1,2-diol